C1(=CC=CC=C1)C(CC1C(CCCC1)=O)C1=CC=CC=C1 2-(2,2-diphenyl-ethyl)cyclohexanone